3-(7-Bromo-6-fluoro-2-methylquinolin-3-yl)piperidine-2,6-dione BrC1=C(C=C2C=C(C(=NC2=C1)C)C1C(NC(CC1)=O)=O)F